3-Bromo-6-(2,6-difluoro-4-(2-methyl-2H-indazol-4-yl)benzyl)-7-hydroxy-6,7-dihydro-5H-pyrrolo-[3,4-b]pyridin-5-one-7-d BrC=1C=C2C(=NC1)C(N(C2=O)CC2=C(C=C(C=C2F)C=2C1=CN(N=C1C=CC2)C)F)([2H])O